N-(2-hydroxyethoxy)-1,5-dimethyl-6-oxo-1,6-dihydropyridine-3-carboxamide OCCONC(=O)C1=CN(C(C(=C1)C)=O)C